C1(=CC=CC=C1)C1=NC(=NC(=N1)C1=CC=2C3(C4=CC=CC=C4OC2C=C1)C1=CC=CC=C1C=1C=CC=CC13)C=1C=C(C=CC1)C1=CC=C(C=C1)C#N 3'-[4-phenyl-6-(spiro[9H-fluorene-9,9'-[9H]xanthen]-2'-yl)-1,3,5-triazin-2-yl]biphenyl-4-carbonitrile